6,7-dihydroxy-4-oxaheptanamine OC(COCCCN)CO